C[N+](CC[C@](N)(CCCNC(N)=N)C(=O)O)(CC(CC(CCCCCCC\C=C/CCCCCCCC)=O)C(CCCCCCC\C=C/CCCCCCCC)=O)C dimethyl-2,3-dioleoyl-propyl-2-(2-arginino)ethyl-ammonium